CN(C)C(C(=O)NCCC1=NC=CC=C1)=CC (dimethylamino)-N-(2-(pyridin-2-yl)ethyl)but-2-enamide